O1C=C(C=C1)/C=C/C(=O)Cl (e)-3-(3-furanyl)-2-propenoyl chloride